NC=1N=C(C2=C(N1)C=CN(C2=O)CC2=C(C=C(C=C2)CN2CCN(CC2)CCCO)OC)N[C@H](C)CCC (R)-2-amino-6-(4-((4-(3-hydroxypropyl)piperazin-1-yl)methyl)-2-methoxybenzyl)-4-(pentan-2-ylamino)pyrido[4,3-d]pyrimidin-5(6H)-one